[N+](#[C-])CC Isocyanoethane